CN1C=[N+](C=C1)CC N-methyl-N'-ethylimidazolium